tert-butyl-[(3S)-3-[6-chloro-3-[5-[(4-methylpiperazin-1-yl)methyl]thiazol-2-yl]pyrazolo[4,3-c]pyridin-1-yl]butoxy]-dimethyl-silane C(C)(C)(C)[Si](C)(C)OCC[C@H](C)N1N=C(C=2C=NC(=CC21)Cl)C=2SC(=CN2)CN2CCN(CC2)C